4-(3-methylphenyl)methylene-2,6-di-tert-butyl-2,5-cyclohexadien-1-one CC=1C=C(C=CC1)C=C1C=C(C(C(=C1)C(C)(C)C)=O)C(C)(C)C